(3-carboxyprop-1-yl)triphenylphosphonium bromide [Br-].C(=O)(O)CCC[P+](C1=CC=CC=C1)(C1=CC=CC=C1)C1=CC=CC=C1